[1-(5-chloro-3-fluoropyridin-2-yl)ethyl]-3-(5-methyl-1,3-thiazol-2-yl)-5-[(3R)-tetrahydrofuran-3-yloxy]benzamide ClC=1C=C(C(=NC1)C(C)C1=C(C(=O)N)C=C(C=C1C=1SC(=CN1)C)O[C@H]1COCC1)F